5-((3R,5R)-5-Methyl-1-[2-(4-methyl-piperazin-1-yl)-acetyl]-piperidin-3-yl)-quinoline-8-carbonitrile C[C@@H]1C[C@@H](CN(C1)C(CN1CCN(CC1)C)=O)C1=C2C=CC=NC2=C(C=C1)C#N